C(CCCCCCCCCCCCCCCCCCCCC)(=O)OCCCCCCCCOC(CCCCCCCCCCCCCCCCCCCCC)=O 1,8-octanediol dibehenate